tert-butyl (R)-(1-(2-(3-((6-(2-hydroxy-4-(trifluoromethyl)phenyl)-5-methylpyridazin-3-yl)amino)piperidin-1-yl)acetyl)piperidin-4-yl)carbamate OC1=C(C=CC(=C1)C(F)(F)F)C1=C(C=C(N=N1)N[C@H]1CN(CCC1)CC(=O)N1CCC(CC1)NC(OC(C)(C)C)=O)C